2-ethyl-6-hydroxy-7-(6-((2,2,6,6-tetramethylpiperidin-4-yl)oxy)pyridazin-3-yl)isoquinolin-1(2H)-one C(C)N1C(C2=CC(=C(C=C2C=C1)O)C=1N=NC(=CC1)OC1CC(NC(C1)(C)C)(C)C)=O